5,6-dimethyl-1H-benzimidazole-1-carboxylic acid methyl ester COC(=O)N1C=NC2=C1C=C(C(=C2)C)C